ethyl 1-(3-(1-benzylpiperidin-4-yl)propyl)-6-methyl-2-oxo-4-(4-oxo-4H-chromen-3-yl)-1,2,3,4-tetrahydropyrimidine-5-carboxylate C(C1=CC=CC=C1)N1CCC(CC1)CCCN1C(NC(C(=C1C)C(=O)OCC)C1=COC2=CC=CC=C2C1=O)=O